N1(C=NC=C1)CCCCN1C=NC=C1 1,4-bis(imidazol-1-yl)-butane